7-chloro-1,6-naphthyridin-5-amine ClC=1N=C(C=2C=CC=NC2C1)N